ClC=1C=C2C=C[N+](=CC2=C(C1)C)[O-] 6-chloro-8-methylisoquinoline 2-oxide